5-(5-(tert-butoxycarbonyl)-2-fluorophenyl)-2-(2-((tetrahydro-2H-pyran-2-yl)oxy)ethoxy)nicotinic acid C(C)(C)(C)OC(=O)C=1C=CC(=C(C1)C=1C=NC(=C(C(=O)O)C1)OCCOC1OCCCC1)F